2-(5-(methyl(2,2,6,6-tetramethylpiperidin-4-yl)amino)pyrazin-2-yl)-5-(1H-pyrazol-4-yl)phenol CN(C=1N=CC(=NC1)C1=C(C=C(C=C1)C=1C=NNC1)O)C1CC(NC(C1)(C)C)(C)C